N-[(9H-fluoren-9-ylmethoxy)carbonyl]-L-methionine C1=CC=CC=2C3=CC=CC=C3C(C12)COC(=O)N[C@@H](CCSC)C(=O)O